methyl (1r,4r)-4-(difluoromethoxy)cyclohexane-1-carboxylate FC(OC1CCC(CC1)C(=O)OC)F